C1(CC1)C(=O)N1CCC2(CNC2)CC1 cyclopropyl-(2,7-diazaspiro[3.5]nonan-7-yl)methanone